FC(C=1C=CC(=NC1)O[C@@H]1CN(CC1)C1=C(C#N)C=CC=C1)(F)F (S)-2-(3-(5-(trifluoromethyl)pyridin-2-yloxy)pyrrolidin-1-yl)benzonitrile